Thulium fluoride [F-].[Tm+3].[F-].[F-]